C(C)(C)(C)S(=O)C=CCCOC 1-(tert-butylsulfinyl)-4-methoxybut-1-ene